C\C(=C/C(/C(=O)N)=N\O)\[C@H](COC)[N+](=O)[O-] |r| (±)-(E)-4-methyl-2-[(E)-hydroxyimino]-5-nitro-6-methoxy-3-hexenamide